CC1=NC(=CC(=C1)C=1C(=NN(C1C(=O)O)C=1SC(=C(N1)C1=C(C=CC=C1)C)SC(C)C)C)C 4-(2,6-dimethylpyridin-4-yl)-1-(5-(isopropylsulfanyl)-4-o-tolylthiazol-2-yl)-3-methyl-1H-pyrazole-5-carboxylic acid